C(C)(C)(C)[P] tertiarybutyl-phosphorus